C(CCCCC)(=O)OCCCCCC Hexanoic acid, hexyl ester